(S)-9-amino-4,11-diethyl-8-fluoro-4-hydroxy-1,11-dihydro-14H-pyrano[3',4':6,7]indolizino[1,2-b]quinoline-3,14(4H)-dione NC1=CC=2C(C=3C(=NC2C=C1F)C1=CC2=C(C(N1C3)=O)COC([C@]2(O)CC)=O)CC